galactosyl-sulfuric acid C1([C@H](O)[C@@H](O)[C@@H](O)[C@H](O1)CO)OS(O)(=O)=O